P(O)(O)=O.P(O)(O)(O)=O phosphoric acid (phosphonic acid) salt